C1(CC1)C([C@@H](C(=O)NC1=NC=CC(=C1)C(NC(CCC(F)(F)F)=O)C1CC1)NC(=O)C1=CC=NN1C(C)C)C1CC1 N-((2S)-1,1-Dicyclopropyl-3-((4-(cyclopropyl(4,4,4-trifluorobutanamido)-methyl)pyridin-2-yl)amino)-3-oxopropan-2-yl)-1-isopropyl-1H-pyrazole-5-carboxamide